(R)-tert-butyl 3-((cyclopropylmethyl)(2,7-dichloro-8-fluoropyrido[4,3-d]pyrimidin-4-yl)amino)pyrrolidine-1-carboxylate C1(CC1)CN([C@H]1CN(CC1)C(=O)OC(C)(C)C)C=1C2=C(N=C(N1)Cl)C(=C(N=C2)Cl)F